N-methyl-cis-2,6-dimethylpiperidine CN1[C@H](CCC[C@H]1C)C